(2R)-2-(6-{5-chloro-2-[(oxan-4-yl)amino]pyrimidin-4-yl}-1-oxo-2,3-dihydro-1H-isoindol-2-yl)-N-[(1S)-1-(2-fluoro-5-methylphenyl)-2-hydroxyethyl]propanamide ClC=1C(=NC(=NC1)NC1CCOCC1)C1=CC=C2CN(C(C2=C1)=O)[C@@H](C(=O)N[C@H](CO)C1=C(C=CC(=C1)C)F)C